1,5-diiododecane ICCCCC(CCCCC)I